3,9-bis[2-{3-(3-tert-butyl-4-hydroxy-5-methylphenyl)propionyloxy}-1,1-dimethylethyl]-2,4,8,10-tetraoxaspiro(5.5)undecane C(C)(C)(C)C=1C=C(C=C(C1O)C)CCC(=O)OCC(C)(C)C1OCC2(CO1)COC(OC2)C(COC(CCC2=CC(=C(C(=C2)C)O)C(C)(C)C)=O)(C)C